(R)-5-cyclopropyl-N-(3-fluoro-4-((3-((1-hydroxypropan-2-yl)amino)-1H-pyrazolo[3,4-b]pyridin-4-yl)oxy)phenyl)-1-(4-fluorophenyl)-2-oxo-1,2-dihydropyridine-3-carboxamide C1(CC1)C=1C=C(C(N(C1)C1=CC=C(C=C1)F)=O)C(=O)NC1=CC(=C(C=C1)OC1=C2C(=NC=C1)NN=C2N[C@@H](CO)C)F